CSC1=NC=C(C=N1)C(=O)[O-] (METHYLTHIO)PYRIMIDINE-5-CARBOXYLATE